C1(CCCCC1)C1=NC2=CC(=C(C=C2C(=N1)NC1CCN(CC1)C(C)C)OC)OCCCN1CCCCC1 2-cyclohexyl-N-(1-isopropylpiperidin-4-yl)-6-methoxy-7-(3-(piperidin-1-yl)propoxy)quinazolin-4-amine